C(C)(C)(C)OC(=O)NCCCO[C@@H]1CN(CC1)C1=NC2=C(C3=CN=CC=C13)C=CC(=C2)C(=O)OC (S)-Methyl 5-(3-(3-((tert-butoxycarbonyl)amino)propoxy)pyrrolidin-1-yl)benzo[c][2,6]naphthyridine-8-carboxylate